C(C)(C)(C)OC([C@H](CCN(CCCCC1=NC=2NCCCC2C=C1)CCNC(C)=O)N)=O.NC=1C=NN(C1N)CCO 4,5-diamino-1-(β-hydroxyethyl)pyrazole (S)-tert-butyl-4-((2-acetamidoethyl)(4-(5,6,7,8-tetrahydro-1,8-naphthyridin-2-yl)butyl)amino)-2-aminobutanoate